2-(spiro[2.2]pentane-2-carbonylamino)-4,5,6,7-tetrahydrobenzothiophene-3-carboxamide C1C(C12CC2)C(=O)NC=2SC1=C(C2C(=O)N)CCCC1